(3-methylpiperidine) Potassium [K].CC1CNCCC1